C1(CCCC1)NC1=NC(=NC=C1CCC(=O)OCC)NC1=C(C=C(C=C1)N1CCN(CC1)C)OC Ethyl 3-(4-(cyclopentylamino)-2-((2-methoxy-4-(4-methylpiperazin-1-yl)phenyl)amino)pyrimidin-5-yl)propanoate